5-trimethylsilyl-1-methylcyclopentadiene C[Si](C1C=CC=C1C)(C)C